2-cyano-1,2-diphenylethane C(#N)C(CC1=CC=CC=C1)C1=CC=CC=C1